(R)-N-((S)-1-(2-bromopyridin-4-yl)propyl)-N,2-dimethylpropane-2-sulfinamide BrC1=NC=CC(=C1)[C@H](CC)N([S@](=O)C(C)(C)C)C